C[C@H]1O[C@H](CC(C1)OC(C1=CC=C(C=C1)[N+](=O)[O-])=O)C 4-nitrobenzoic acid (2r,4s,6s)-2,6-dimethyloxan-4-yl ester